O1N=C(N=C1)[C@@H]1CC[C@H](CO1)NC(OC(C)(C)C)=O Tert-butyl [(3R,6S)-6-(1,2,4-oxadiazol-3-yl)tetrahydro-2H-pyran-3-yl]carbamate